C(C1=CC=CC=C1)OC1=C(C=C(C=C1)O[Si](C)(C)C(C)(C)C)C[C@@H](C(=O)OC(C)(C)C)O tert-butyl (s)-3-(2-(benzyloxy)-5-((tert-butyldimethylsilyl)oxy)phenyl)-2-hydroxypropanoate